BrC1=CC=C(C=C1)[N+](=O)[O-] 1-bromo-4-nitro-benzene